4-bromoacetyl-2-methylbenzoate BrCC(=O)C1=CC(=C(C(=O)[O-])C=C1)C